C(CCCCCCCCCCCCCCCCCCCCCCCCCCC)OCCCCCCCCCCCCCCCCCCCCCCCC n-tetracosyl octacosyl ether